2,4-dimethyl-6-triazinyl-ethylene CN1NC(=CC(=N1)C)C=C